C(C)(C)(C)C=1C=C(C=C(C1)N1C=NC=C1)O 3-(tert-butyl)-5-(1H-imidazol-1-yl)phenol